(S)-N-(4-((4-(4-Aminopyrimidin-2-yl)-1,3-dimethyl-1H-pyrazol-5-yl)oxy)butan-2-yl)-6'-chloro-5-((3-(difluoromethoxy)azetidin-1-yl)methyl)-3-fluoro-[2,3'-bipyridin]-4'-amine NC1=NC(=NC=C1)C=1C(=NN(C1OCC[C@H](C)NC1=C(C=NC(=C1)Cl)C1=NC=C(C=C1F)CN1CC(C1)OC(F)F)C)C